4-chloro-N-((3R,4R)-3-fluoro-1-(methylsulfonyl)piperidin-4-yl)-5-(trifluoromethyl)pyrimidin-2-amine ClC1=NC(=NC=C1C(F)(F)F)N[C@H]1[C@@H](CN(CC1)S(=O)(=O)C)F